2,2'-ethylidene-bis-(4,6-di-tert-butylphenol) C(C)(C1=C(C(=CC(=C1)C(C)(C)C)C(C)(C)C)O)C1=C(C(=CC(=C1)C(C)(C)C)C(C)(C)C)O